tert-Butyl(5-(5-((4,4-difluoropiperidin-1-yl)methyl)pyridin-2-yl)-7-(trifluoromethyl)benzofuran-2-yl)methylcarbamate C(C)(C)(C)OC(NCC=1OC2=C(C1)C=C(C=C2C(F)(F)F)C2=NC=C(C=C2)CN2CCC(CC2)(F)F)=O